2-(4-chlorophenyl)-3-cyclopropylpyrazol ClC1=CC=C(C=C1)N1N=CC=C1C1CC1